N1CC(C1)N1CCC(CC1)N1C[C@@H]([C@@H](CC1)N1N=C(C=2C1=NC=NC2N)C2=CC=C(C=C2)OC2=CC=CC=C2)F 1-((3S,4R)-1'-(azetidin-3-yl)-3-fluoro-[1,4'-bipiperidin]-4-yl)-3-(4-phenoxyphenyl)-1H-pyrazolo[3,4-d]pyrimidin-4-amine